4-(2,6-dichloropyridin-3-yl)-2-methylbutan-2-amine ClC1=NC(=CC=C1CCC(C)(N)C)Cl